1-(sec-butyl)-6-(cyclopropylmethyl)-N-(1-(3,4,5-trimethoxyphenyl)-1H-imidazol-4-yl)-1H-pyrazolo[3,4-d]pyrimidin-4-amine C(C)(CC)N1N=CC=2C1=NC(=NC2NC=2N=CN(C2)C2=CC(=C(C(=C2)OC)OC)OC)CC2CC2